1,3-dimethylcyclohexane diisocyanate [N-]=C=O.[N-]=C=O.CC1CC(CCC1)C